CN(C)C[Si](C1=C(C=C)C=CC=C1)(C)C 2-(dimethylaminomethyldimethylsilyl)styrene